C(C)(C)(C)OC(=O)NC1=C(C2=C(S1)C(=CC=C2C2=C(C=C1C(=NC(=NC1=C2F)F)N2C[C@H]1CC[C@@H](C2)N1C(=O)OC(C)(C)C)Cl)F)C#N tert-butyl (1R,5S)-3-(7-((R)-2-((tert-butoxycarbonyl)amino)-3-cyano-7-fluorobenzo[b]thiophen-4-yl)-6-chloro-2,8-difluoroquinazolin-4-yl)-3,8-diazabicyclo[3.2.1]octane-8-carboxylate